O=C1C(=C(C=NN1COCC[Si](C)(C)C)N1N(C=CC1)CCCC=1NC(C2=CC=CC=C2C1)=O)C(F)(F)F [3-[2-[6-oxo-5-(trifluoromethyl)-1-(2-trimethylsilylethoxymethyl)pyridazin-4-yl]pyrazol-1-yl]propyl]isoquinolin-1-one